3-(3',5'-bis(trifluoromethyl)-[1,1'-biphenyl]-4-yl)-4-(((ethoxycarbonyl)oxy)methoxy)-6-fluoro-7-methoxy-2-methylquinoline 1-oxide FC(C=1C=C(C=C(C1)C(F)(F)F)C1=CC=C(C=C1)C=1C(=[N+](C2=CC(=C(C=C2C1OCOC(=O)OCC)F)OC)[O-])C)(F)F